C(C1=CC=CC=C1)NC(C=C)=O acrylic acid benzylamide